BrC=1C=NN2C1CCCC2 3-bromo-4,5,6,7-tetrahydropyrazolo[1,5-a]pyridine